NC[C@@H]1OC(N2[C@H]1OC1=C(C2)C(=C(C(=C1)F)C=1C=NC(=CC1)OC)F)=O (3S,3aS)-3-(aminomethyl)-6,8-difluoro-7-(6-methoxypyridin-3-yl)-3,3a-dihydro-1H,9H-benzo[e]oxazolo[4,3-b][1,3]oxazin-1-one